tert-Butyl (2R,5S)-5-methyl-2-[2-[(4S)-1,2,2-trimethyl-4-piperidyl]indazol-6-yl]piperidine-1-carboxylate C[C@H]1CC[C@@H](N(C1)C(=O)OC(C)(C)C)C=1C=CC2=CN(N=C2C1)[C@@H]1CC(N(CC1)C)(C)C